C1(CC1)N(C=1N=CC(=NC1)C1=C(C=C(C(=C1)F)C=1C=NN(C1)C)O)[C@H]1[C@H]([C@@H]2CC[C@H](C1)N2)F 2-(5-(cyclopropyl((1S,2S,3R,5R)-2-fluoro-8-azabicyclo[3.2.1]octan-3-yl)amino)pyrazin-2-yl)-4-fluoro-5-(1-methyl-1H-pyrazol-4-yl)phenol